oxalamide formate C(=O)O.C(C(=O)N)(=O)N